2-hydroxyethyl [2-(2-hydroxyethoxy) ethyl] terephthalate (2-hydroxyethyl [2-(2-hydroxyethoxy) ethyl] terephthalate) OCCC=1C(=C(C(=O)O)C=CC1C(=O)O)CCOCCO.C(C1=CC=C(C(=O)OCCOCCO)C=C1)(=O)OCCO